FC=1C(=CC2=C(N=CN2)C1)NC=1N=NC(=CC1)C 6-fluoro-N-(6-methylpyridazin-3-yl)benzimidazol-5-amine